C(#N)C1=C(C=2C(N(CC2C=C1)C1C(NC(CC1)=O)=O)=O)C(=O)O 5-cyano-2-(2,6-dioxopiperidin-3-yl)-3-oxoisoindoline-4-carboxylic acid